2,2-difluoro-1-propanol FC(CO)(C)F